S(C)(=O)(=O)O.ClC1=C(C(=O)NC=2C(=NNC2)C(=O)NC2CCNCC2)C(=CC=C1)Cl 4-(2,6-Dichlorobenzamido)-N-(piperidin-4-yl)-1H-pyrazole-3-carboxamide mesylate